C(#C)C1CN(C1)C(C)=O 1-(3-ethynylazetidin-1-yl)ethanone